CCNCC 3-azapentane